C(C)(C)(C)C=1C=C(CC2=C(C(=C(C(=C2C)CC2=CC(=C(C(=C2)C(C)(C)C)O)C(C)(C)C)C)CC2=CC(=C(C(=C2)C(C)(C)C)O)C(C)(C)C)C)C=C(C1O)C(C)(C)C 1,3,5-TRis(3,5-di-tert-butyl-4-hydroxy-benzyl)-2,4,6-trimethylbenzene